C(C)(C)C1CCC(CC1)N1CCC(CC1)N1C=CC2=CC=CC=C12 (1-(4-isopropylcyclohexyl)piperidin-4-yl)-1H-indole